methyl 5-[2-(dimethylamino)-8-(morpholin-4-yl)-[1,2,4]triazolo[1,5-a]pyridin-6-yl]-2-fluoro-4-methylbenzoate CN(C1=NN2C(C(=CC(=C2)C=2C(=CC(=C(C(=O)OC)C2)F)C)N2CCOCC2)=N1)C